ClC=1C=C2C(C(=CN(C2=CC1N1[C@H](CCC1)COC1=NC=NC=C1Cl)C=1C=NC(=CC1)N1CC(C1)N(C)C)C(=O)O)=O (R)-6-chloro-7-(2-(((5-chloro-pyrimidin-4-yl)oxy)methyl)pyrrolidin-1-yl)-1-(6-(3-(dimethyl-amino)azetidin-1-yl)pyridin-3-yl)-4-oxo-1,4-dihydro-quinoline-3-carboxylic acid